C(C)OCOC(C)=O ethoxymethoxyethaneOne